5-(2-chloro-4-methoxyphenyl)-N-(4-(4-(2-(dimethylamino)ethyl)piperazine-1-carbonyl)-3-ethylphenyl)-1-methyl-1H-imidazole-2-carboxamide ClC1=C(C=CC(=C1)OC)C1=CN=C(N1C)C(=O)NC1=CC(=C(C=C1)C(=O)N1CCN(CC1)CCN(C)C)CC